1-(ethylsulfonyl)-3,5-bis((1-(o-tolyl)-1H-1,2,3-triazol-4-yl)methylene)piperidin-4-one C(C)S(=O)(=O)N1CC(C(C(C1)=CC=1N=NN(C1)C1=C(C=CC=C1)C)=O)=CC=1N=NN(C1)C1=C(C=CC=C1)C